tert-butyl (S)-(2-(3-bromo-2-((4-ethyl-4-hydroxy-3,8-dicarbonyl-4,8-dihydro-1H-pyrano[3,4-c]pyridin-7(3H)-yl)methyl)-6-fluoro-4-carbonylquinolin-1(4H)-yl)ethyl)(cyclopropyl)carbamate BrC1=C(N(C2=CC=C(C=C2C1=C=O)F)CCN(C(OC(C)(C)C)=O)C1CC1)CN1C(C2=C(C=C1)[C@@](C(OC2)=C=O)(O)CC)=C=O